NC=1C=CC(=C(C1)C=1C(=C(C(N(C1)C)=O)I)OC)OC1=C(C=C(C=C1)F)F 5-(5-amino-2-(2,4-difluorophenoxy)phenyl)-3-iodo-4-Methoxy-1-methylpyridin-2(1H)-one